(4-Bromofuro[2,3-f][1]benzofuran-8-yl)propan-2-amine BrC1=C2C(=C(C=3C=COC31)CC(C)N)OC=C2